3-chloro-4-((3aR,7aS)-7a-fluoro-1-oxooctahydro-2H-pyrrolo[3,4-c]pyridin-2-yl)benzoic acid ClC=1C=C(C(=O)O)C=CC1N1C[C@H]2CNCC[C@]2(C1=O)F